2-(2,4-difluorobenzylidene)hydrazine-carboximidamide FC1=C(C=NNC(N)=N)C=CC(=C1)F